CC(C=O)CC(C(C=C(C)C)C)C 2,4,5,7-Tetramethyloct-6-enal